ethyl (3Z,5E)-6-(3,4-difluorophenyl)-3-((E)-3-(3,4-difluorophenyl) propenoyl)-4-hydroxyhexa-3,5-dienoate FC=1C=C(C=CC1F)/C=C/C(=C(\CC(=O)OCC)/C(\C=C\C1=CC(=C(C=C1)F)F)=O)/O